BrC=1C=C(C=CC1OC)/C=C/C(=O)C1=CC=C(C=C1)O (E)-3-(3-Bromo-4-methoxyphenyl)-1-(4-hydroxyphenyl)prop-2-en-1-one